BrC=1C(NC(NC1)=O)=O 5-bromopyrimidine-2,4(1H,3H)-dione